C(C)OC(=O)C=1N(C2=CC=C(C=C2C(C1)=C=O)F)C(CO)C 6-fluoro-1-(oxabutane-3-yl)-4-carbonyl-1,4-dihydroquinoline-2-carboxylic acid ethyl ester